ClC=1C(=C(C=CC1)NCC(=O)N1[C@H]2CC([C@@H]([C@@H]1C(=O)N[C@@H](C[C@H]1C(NCCC1)=O)C#N)CC2)(F)F)C (1R,3R,4R)-2-((3-chloro-2-methylphenyl)glycyl)-N-((S)-1-cyano-2-((S)-2-oxopiperidin-3-yl)ethyl)-5,5-difluoro-2-azabicyclo[2.2.2]octane-3-carboxamide